CC1=NC(=CC=C1NC1CC2(CC(C2)NC(OC(C)(C)C)=O)C1)N(CC(F)(F)F)C tert-butyl (6-((2-methyl-6-(methyl (2,2,2-trifluoroethyl)amino)pyridin-3-yl)amino)spiro[3.3]heptan-2-yl)carbamate